4-(2-((6-Methoxy-2-methylpyridin-3-yl)sulfonyl)-2-azaspiro[3.4]oct-6-yl)morpholine COC1=CC=C(C(=N1)C)S(=O)(=O)N1CC2(C1)CC(CC2)N2CCOCC2